methyl 3-bromo-6-(4-(trifluoromethyl)-1H-pyrazol-1-yl)picolinate BrC=1C(=NC(=CC1)N1N=CC(=C1)C(F)(F)F)C(=O)OC